O=C1NN=NC=C1 Oxo-triazine